tert-butyl 3'-[(3-{[(benzyloxy)carbonyl]amino}-2-fluorophenyl)methyl]-7'-[(dimethylcarbamoyl)oxy]-2'-oxo-2',3'-dihydrospiro[azetidine-3,4'-[1,3]benzoxazine]-1-carboxylate C(C1=CC=CC=C1)OC(=O)NC=1C(=C(C=CC1)CN1C(OC2=C(C13CN(C3)C(=O)OC(C)(C)C)C=CC(=C2)OC(N(C)C)=O)=O)F